CC=1N=C2N(CCC(C2)COC2=NC=CC(=C2)CN)C1 [2-[(2-methyl-5,6,7,8-tetrahydroimidazo[1,2-a]pyridin-7-yl)methoxy]-4-pyridinyl]methylamine